(3S,4R)-4-({7-bromo-5-fluoropyrrolo[2,1-f][1,2,4]triazin-2-yl}boranyl)oxan-3-ol BrC1=CC(=C2C=NC(=NN21)B[C@H]2[C@@H](COCC2)O)F